(S)-3-(4-amino-6-methoxypyrido[3,4-d]pyrimidin-8-yl)-2,4-dimethylphenol NC=1C2=C(N=CN1)C(=NC(=C2)OC)C=2C(=C(C=CC2C)O)C